COC1=CC(=C(C=C1)N(C(OCC1=CC=CC=C1)=O)C1=CC2=C(C=N1)N(C(N2CC2CCNCC2)=O)C)C Benzyl (4-Methoxy-2-methylphenyl)(3-methyl-2-oxo-1-(piperidin-4-ylmethyl)-2,3-dihydro-1H-imidazo[4,5-c]pyridin-6-yl)carbamate